C1(=CC=CC2=CC=CC=C12)C1=CC=C(C=C1)NC1=CC=C(C=C1)C1=CC=CC2=CC=CC=C12 bis[4-(naphthalen-1-yl)phenyl]Amine